C(C)NC1=C(C=CC=C1)N=NC1=C(C=CC=C1)NCC 2,2'-diethylaminoazobenzene